2-iodo-N-[(4-methoxy-6-methyl-1,3,5-triazinyl)carbamoyl]benzene-sulfonamide sodium salt [Na].IC1=C(C=CC=C1)S(=O)(=O)NC(NC1=NC(=NC(=N1)OC)C)=O